FC(C1=CC=C2C=C(C=NC2=C1)C(=O)N)(F)F 7-(trifluoromethyl)quinoline-3-carboxamide